C(C1=CC=CC=C1)(C1=CC=CC=C1)NC(=O)[C@@H]1CC[C@H]2N1C([C@H](CCCC2)NC([C@H](C)NC)=O)=O (3S,6S,10As)-N-benzhydryl-6-[[(2S)-2-(methylamino)propanoyl]amino]-5-oxo-2,3,6,7,8,9,10,10a-octahydro-1H-pyrrolo[1,2-a]azocine-3-carboxamide